CINNOLIN-4-AMINE N1=NC=C(C2=CC=CC=C12)N